[C@H]1(CC[C@H](CC1)C(=O)N=C=S)C(=O)N=C=S trans-1,4-cyclohexanedicarboxylic acid, isothiocyanate